(R)-2-((3,4-difluorophenyl)amino)-2-oxo-1-phenylethyl 3-amino-6-(1-(piperidin-4-yl)-1H-pyrazol-4-yl)pyrazine-2-carboxylate hydrochloride Cl.NC=1C(=NC(=CN1)C=1C=NN(C1)C1CCNCC1)C(=O)O[C@@H](C(=O)NC1=CC(=C(C=C1)F)F)C1=CC=CC=C1